BrC1=NC(=C(C(=N1)N[C@@H]1[C@H](C2CCC1CC2)C(=O)O)F)C=2SC(=CC2)Cl (2S,3S)-3-((2-bromo-6-(5-chlorothiophen-2-yl)-5-fluoropyrimidin-4-yl)amino)bicyclo[2.2.2]octane-2-carboxylic acid